N-Butyl-1H-benzo[d]imidazole-1-carboxamide C(CCC)NC(=O)N1C=NC2=C1C=CC=C2